(R)-3-((5-chloro-1H-indol-2-yl)methyl)-1-methyl-1-(1-(2-(pyrazin-2-yl)acetyl)piperidin-3-yl)urea ClC=1C=C2C=C(NC2=CC1)CNC(N([C@H]1CN(CCC1)C(CC1=NC=CN=C1)=O)C)=O